NC=1C(=C(C=CC1O)CC(=O)NCC(=O)NO)O 2-(3-Amino-2,4-dihydroxyphenyl)-N-(2-(hydroxyamino)-2-oxoethyl)acetamide